N-(3-chloro-4-(4-prolylpiperazine-1-carbonyl)phenyl)-5-(2,3-difluoro-4-(3-methyl-1H-pyrazol-4-yl)phenyl)-1-methyl-1H-imidazole-2-carboxamide ClC=1C=C(C=CC1C(=O)N1CCN(CC1)C([C@H]1NCCC1)=O)NC(=O)C=1N(C(=CN1)C1=C(C(=C(C=C1)C=1C(=NNC1)C)F)F)C